3-((3-exo)-3-((7-methyl-2-((5-methyl-1H-pyrazol-3-yl)amino)-7H-purin-6-yl)amino)-8-azabicyclo[3.2.1]octan-8-yl)propionitrile CN1C=NC2=NC(=NC(=C12)NC1CC2CCC(C1)N2CCC#N)NC2=NNC(=C2)C